4-(3-(2-chlorophenyl)morpholino)-2-fluoro-N-((R,E)-4-(methylsulfonyl)but-3-en-2-yl)benzamide ClC1=C(C=CC=C1)C1COCCN1C1=CC(=C(C(=O)N[C@H](C)\C=C\S(=O)(=O)C)C=C1)F